4-((E)-3-(5-(((E)-4-((6-chloro-2-methyl-2H-indazol-5-yl)imino)-2,6-dioxo-3-(2,4,5-trifluorobenzyl)-1,3,5-triazin-1-yl)methyl)-1H-1,2,3-triazol-1-yl)-3-oxoprop-1-en-1-yl)phthalonitrile ClC=1C(=CC2=CN(N=C2C1)C)\N=C/1\N(C(N(C(N1)=O)CC1=CN=NN1C(/C=C/C=1C=C(C(C#N)=CC1)C#N)=O)=O)CC1=C(C=C(C(=C1)F)F)F